ClC=1C(=NC=CC1SC=1C=2N(C(=NC1)N1CCC(CC1)(N)C)C=CN2)F 1-(8-((3-Chloro-2-fluoropyridin-4-yl)thio)imidazo[1,2-c]pyrimidin-5-yl)-4-methylpiperidin-4-amine